C(C1=CC=CC=C1)OC=1C(=CC(=C(C1)CC(=O)OC(C)(C)C)F)C(C(F)(F)F)CO[Si](C)(C)C(C)(C)C tert-Butyl 2-[5-benzyloxy-4-[1-[[tert-butyl(dimethyl)silyl]oxymethyl]-2,2,2-trifluoro-ethyl]-2-fluoro-phenyl]acetate